(1R,2R)-2-morpholinocyclopentan-1-amine hydrochloride Cl.O1CCN(CC1)[C@H]1[C@@H](CCC1)N